O=C1OCC2=CC=C(C=C12)C1(CC1)C(=O)OC methyl 1-(3-oxo-1,3-dihydroisobenzofuran-5-yl)cyclopropanecarboxylate